C(C)(C)NC(O[C@H]1C[C@H](CC1)C=1NN=C(C1)NC(=O)C=1N(N=C(C1)OC1=C(C(=CC=C1)OCC1=CC=C(C=C1)OC)C1OCCO1)C)=O (1R,3S)-3-(5-{5-[2-(1,3-dioxolan-2-yl)-3-[(4-methoxyphenyl)methoxy] phenoxy]-2-methyl pyrazole-3-amido}-2H-pyrazol-3-yl)cyclopentyl N-isopropylcarbamate